C(#N)C1=CC(=C(C=C1)[C@@H](C)OC1=CC=C2CCN(CC2=C1)CC1=NC2=C(N1C[C@H]1OCC1)C=C(C=C2)C(=O)O)F 2-((7-((R)-1-(4-cyano-2-fluorophenyl)ethoxy)-3,4-dihydroisoquinolin-2(1H)-yl)methyl)-1-(((S)-oxetan-2-yl)methyl)-1H-benzo[d]imidazole-6-carboxylic acid